4-(6-(4-benzyl-4-hydroxypiperidin-1-yl)pyridin-3-yl)-6-(2-hydroxy-2-methylpropoxy)pyrazolo[1,5-a]pyridine-3-carbonitrile C(C1=CC=CC=C1)C1(CCN(CC1)C1=CC=C(C=N1)C=1C=2N(C=C(C1)OCC(C)(C)O)N=CC2C#N)O